C1(=CC=CC=C1)CCCCC1N(CCCC1)C(=O)N (4-phenylbutyl)piperidine-1-carboxamide